methyl 2-fluoro-4-(1,3-thiazol-5-yl)benzoate FC1=C(C(=O)OC)C=CC(=C1)C1=CN=CS1